O1CCC(C12CCNCC2)N 1-oxa-8-azaspiro[4.5]decan-4-amine